(1R,5S,6s)-N-(2-(8-bromoimidazo[1,5-a]pyridin-3-yl)propan-2-yl)-3-azabicyclo[3.1.1]heptane-6-carboxamide BrC=1C=2N(C=CC1)C(=NC2)C(C)(C)NC(=O)C2[C@H]1CNC[C@@H]2C1